C([C@H]1[C@@H]([C@@H]([C@H]([C@@H](O1)O)O)O)O)O The molecule is an L-altropyranose in which the carbon bearing the anomeric hydroxy group has alpha configuration. It is an enantiomer of an alpha-D-altropyranose.